CN(C1=CC=C(C=C1)C1CC2(C(CCC2C2CCC3=CC(CCC3=C12)=O)(C#CC)O)C)C 11-[4-(dimethylamino)phenyl]-17-hydroxy-13-methyl-17-prop-1-ynyl-1,2,6,7,8,11,12,14,15,16-decahydrocyclopenta[a]phenanthren-3-one